O1CCN(CC1)C=1C=CC2=C(NC(=N2)C2=NNC3=CC=C(C=C23)C(=O)N2CC3(CN(C3)C(C)=O)C2)C1 1-(6-(3-(6-morpholino-1H-benzo[d]imidazol-2-yl)-1H-indazole-5-carbonyl)-2,6-diazaspiro[3.3]heptan-2-yl)ethan-1-one